F[C@@H]1CN(CC[C@@H]1OC=1C=C2C(=NC=NC2=CC1OC)NC1=C(C=CC(=C1)C=1OC=CC1)OC)C(C=C)=O 1-(cis-3-fluoro-4-((4-((5-(furan-2-yl)-2-methoxyphenyl)amino)-7-methoxy-quinazolin-6-yl)oxy)piperidin-1-yl)prop-2-en-1-one